tert-Butyl 4-[5-amino-4-cyano-3-[4-[[(5-fluoro-2-methoxy-benzoyl)amino]methyl]phenyl]pyrazol-1-yl]-3,3-difluoro-pyrrolidine-1-carboxylate NC1=C(C(=NN1C1C(CN(C1)C(=O)OC(C)(C)C)(F)F)C1=CC=C(C=C1)CNC(C1=C(C=CC(=C1)F)OC)=O)C#N